C(#N)C1=NN(C=C1[C@@H]([C@@H](C)C=1N(C(C(=C(N1)C(=O)NC=1C=NOC1)O)=O)C)C1=C(C=CC=C1)C#N)C 2-((1S,2R)-1-(3-cyano-1-methyl-1H-pyrazol-4-yl)-1-(2-cyanophenyl)propan-2-yl)-5-hydroxy-N-(isoxazol-4-yl)-1-methyl-6-oxo-1,6-dihydropyrimidine-4-carboxamide